C=1(C(=CC=CC1)C(=O)O)C.N1CCC(CC1)=O 4-piperidone toluate